C(C)OC(=O)C1=C(C=2N(N=C1)C(=C(N2)C)C2=CCC(CC2)C(F)(F)F)C(C)C.CN2C(C1=CN=CC=C1C(=C2)C=2C=C(C=CC2)S(=O)(=O)N)=O 3-(2-methyl-1-oxo-2,7-naphthyridin-4-yl)benzenesulfonamide ethyl-8-isopropyl-2-methyl-3-[4-(trifluoromethyl)cyclohex-1-en-1-yl]imidazo[1,2-b]pyridazine-7-carboxylate